3-(benzylthio)-2,5-dichlorothiophene C(C1=CC=CC=C1)SC1=C(SC(=C1)Cl)Cl